FC1=C(C=C(C=C1)F)C(CC#CC#CC=1C=C(C=2N(C1)N=CC2)C(=O)N)C=2C(N(C=CC2)C)=O 6-(6-(2,5-Difluorophenyl)-6-(1-methyl-2-oxo-1,2-dihydropyridin-3-yl)hex-1,3-diyn-1-yl)pyrazolo[1,5-a]pyridine-4-carboxamide